butyl 3-mercaptopropionate 2-ethylhexyl-2-mercaptoacetate C(C)C(COC(CS)=O)CCCC.SCCC(=O)OCCCC